NC=1N=NC(=CC1OCCC1=CC=C(C(=O)O)C=C1)C1=C(C=CC=C1)O 4-(2-((3-amino-6-(2-hydroxyphenyl)pyridazin-4-yl)oxy)ethyl)benzoic acid